C(C1=CC=CC=C1)OC(=O)C=1SC=CC1Br bromothiophene-2-carboxylic acid benzyl ester